5-methyl-1H-1,2,4-triazole-3-carboxylic acid ethyl ester C(C)OC(=O)C1=NNC(=N1)C